2-[(2,2-difluoro-1-methyl-ethyl)amino]pyridine-3-carboxylic acid FC(C(C)NC1=NC=CC=C1C(=O)O)F